ClC1=NC=CC(=C1N1C(N=CC=C1)C(C)C)OC N-(2-chloro-4-methoxypyridin-3-yl)-2-isopropylpyrimidine